(4-phenylthiazol-2-yl)urea C1(=CC=CC=C1)C=1N=C(SC1)NC(=O)N